(2s,4r)-4-fluoropyrrolidine-1,2-dicarboxylic acid di-tert-butyl ester C(C)(C)(C)OC(=O)N1[C@@H](C[C@H](C1)F)C(=O)OC(C)(C)C